CC1=NN2C(C=CC(=C2)C[C@@H]2CC[C@H](CC2)C(=O)OC)=N1 methyl trans-4-[(2-methyl-[1,2,4]triazolo[1,5-a]pyridin-6-yl)methyl]cyclohexanecarboxylate